(2S,4r)-1-[(2S)-3,3-dimethyl-2-[4-[(2-phenylimidazol-1-yl)methyl]triazol-1-yl]butyryl]-4-hydroxy-N-methyl-pyrrolidine-2-carboxamide CC([C@@H](C(=O)N1[C@@H](C[C@H](C1)O)C(=O)NC)N1N=NC(=C1)CN1C(=NC=C1)C1=CC=CC=C1)(C)C